C(C)(C)(C)OC(N[C@@H]1CN(CC1)C1=C(C=CC=2N(C(=NC21)C)CCOC)[N+](=O)[O-])=O (S)-(1-(1-(2-methoxyethyl)-2-methyl-5-nitro-1H-benzo[d]imidazol-4-yl)pyrrolidin-3-yl)carbamic acid tert-butyl ester